2-methyl-4-(pent-1-yn-1-yl)benzoic acid CC1=C(C(=O)O)C=CC(=C1)C#CCCC